ClC1=NC=C(C(=C1)N[C@H](CCO)C)C#CC=1C(=NN(C1)C)C (S)-3-((2-Chloro-5-((1,3-dimethyl-1H-pyrazol-4-yl)ethynyl)pyridin-4-yl)amino)butan-1-ol